N-[(2R,3S)-3-{4-[(2S)-2-cyclohexyl-2-[(1-ethyl-1H-pyrazol-5-yl)formamido]acetamido]-3-fluorophenyl}-1-(1,1-dioxo-1λ6-thiomorpholin-4-yl)-1-oxobutan-2-yl]propanamide C1(CCCCC1)[C@@H](C(=O)NC1=C(C=C(C=C1)[C@@H]([C@H](C(=O)N1CCS(CC1)(=O)=O)NC(CC)=O)C)F)NC(=O)C1=CC=NN1CC